Tert-Butyl N-[2-(2-aminoethoxy)ethyl]-N-[2-[2-[3-(benzyloxycarbonylamino)-2-fluoro-1,1-dimethyl-propoxy]ethoxy]ethyl]carbamate NCCOCCN(C(OC(C)(C)C)=O)CCOCCOC(C(CNC(=O)OCC1=CC=CC=C1)F)(C)C